C(C)(=O)O[C@@H]1[C@H](O[C@H]([C@@H]1OC(C)=O)OC(C)=O)C(=O)OC methyl (2S,3S,4R,5S)-3,4,5-triacetoxy-tetrahydrofuran-2-carboxylate